C(C=C(C)C)C1=C(C=2C(C=C(OC2C=C1O)C1=CC=C(O)C=C1)=O)O 6-prenylapigenin